[Cl-].[Cl-].[Ti+2].C[SiH](C1C2=CC=CC=C2C=2C=CC=CC12)C dimethyl-9-fluorenylsilane titanium dichloride